1-(4-chlorophenyl)-2-methyl-5-oxo-2,5-dihydro-1H-pyrazole ClC1=CC=C(C=C1)N1N(C=CC1=O)C